CN1C(C2=C(C(=C1)C1=C(OC3=CC=C(C=C3)NC(C(C)C)=O)C=CC(=C1)[N+](=O)[O-])C=CN2)=O N-(4-(2-(6-methyl-7-oxo-6,7-dihydro-1H-pyrrolo[2,3-c]pyridin-4-yl)-4-nitrophenoxy)phenyl)isobutyramide